BrC1=C2C=CN(C2=CC(=C1OC=1C=CC(=C(C1)C(\C=C\N(C)C)=O)F)F)S(=O)(=O)C1=CC=C(C)C=C1 (E)-1-(5-((4-bromo-6-fluoro-1-tosyl-1H-indol-5-yl)oxy)-2-fluorophenyl)-3-(dimethylamino)prop-2-en-1-one